COC1=C(C(NC=C1)=O)C#N 4-methoxy-2-oxo-1,2-dihydropyridine-3-carbonitrile